5-(tert-butoxycarbonylamino)tetrahydropyran-2-carboxylic acid C(C)(C)(C)OC(=O)NC1CCC(OC1)C(=O)O